5-(4-fluoro-3-methoxy-phenyl)-1-methyl-pyrazole FC1=C(C=C(C=C1)C1=CC=NN1C)OC